FC=1C=NC(=NC1)C1=NC=C(C=C1C(F)(F)F)[N+](=O)[O-] 5-fluoro-2-(5-nitro-3-(trifluoromethyl)pyridin-2-yl)pyrimidine